CC(C(C12CC(C1)(C2)C2=CC=CC=C2)NC(C2=CN=CC=C2)=O)C N-(2-methyl-1-(3-phenylbicyclo[1.1.1]pentan-1-yl)propyl)nicotinamide